dibutyl-diformyloxytin C(CCC)[Sn](OC=O)(OC=O)CCCC